CC1=CC(=CC(=C1)NCC(=O)O)C The molecule is a glycine derivative whose structure comprises a glycine core carrying a N-(3,5-dimethylphenyl) substituent. It is a glycine derivative and a non-proteinogenic alpha-amino acid.